[3-[5-(2,4-dichlorophenoxy)pyrazin-2-yl]azetidin-1-yl]-[(3S)-3-(tetrazol-1-yl)pyrrolidin-1-yl]methanone ClC1=C(OC=2N=CC(=NC2)C2CN(C2)C(=O)N2C[C@H](CC2)N2N=NN=C2)C=CC(=C1)Cl